NC(=C(C(=C(SC)N)C#N)C#N)SC 1,4-diamino-2,3-dicyano-1,4-bis(methylmercapto)-butadiene